pentafluoropropionaldehyde ethyl hemiacetal C(C)OC(C(C(F)(F)F)(F)F)O